N-[4-(3-amino-1H-indazol-4-yl)phenyl]-N'-(2-fluoro-5-methylphenyl)-urea NC1=NNC2=CC=CC(=C12)C1=CC=C(C=C1)NC(=O)NC1=C(C=CC(=C1)C)F